1-(1-(6-ethoxy-5-methoxypyridin-2-yl)-2-(methylsulfonyl)ethyl)-4-(2-methoxyphenyl)-1H-benzo[d]imidazol-2(3H)-one C(C)OC1=C(C=CC(=N1)C(CS(=O)(=O)C)N1C(NC2=C1C=CC=C2C2=C(C=CC=C2)OC)=O)OC